CC1([C@H](CC2=CC=CC=C12)NC=1C=CC(=NC1)[C@@H](C(F)(F)F)N(C(=O)C12CC(C1)(C2)NS(=O)(=O)C)C)C N-((S)-1-(5-(((S)-1,1-dimethyl-2,3-dihydro-1H-inden-2-yl)amino)pyridin-2-yl)-2,2,2-trifluoroethyl)-N-methyl-3-(methylsulfonamido)bicyclo[1.1.1]pentane-1-carboxamide